4-[[(6-chloropyridin-3-yl)methyl](2,2-difluoroethyl)amino]furan-2(5H)-on ClC1=CC=C(C=N1)CN(C1=CC(OC1)=O)CC(F)F